tert-butyl 2-[[(2R,3S,4R,5R)-5-(4-aminopyrrolo[2,1-f][1,2,4]triazin-7-yl)-5-cyano-3,4-dihydroxy-tetrahydrofuran-2-yl]methoxycarbonyloxy]-2-methyl-propanoate NC1=NC=NN2C1=CC=C2[C@]2([C@@H]([C@@H]([C@H](O2)COC(=O)OC(C(=O)OC(C)(C)C)(C)C)O)O)C#N